2-methyl-2-phenyl-1,3-propanediol CC(CO)(CO)C1=CC=CC=C1